6-(1-methyl-1H-pyrazol-3-yl)pyrazolo[1,5-a]pyridine CN1N=C(C=C1)C=1C=CC=2N(C1)N=CC2